N[C@@H](C(=O)NCCCNC(C1=C(C=C(C=C1)NC=1C=2N(C=CN1)C(=CN2)C=2C(=NN(C2)CC(F)F)C(F)(F)F)CC)=O)C (R)-N-(3-(2-aminopropanamido)propyl)-4-((3-(1-(2,2-difluoroethyl)-3-(trifluoromethyl)-1H-pyrazol-4-yl)imidazo[1,2-a]pyrazin-8-yl)amino)-2-ethylbenzamide